CN1C(N(CC=C1)C)=O 1,3-Dimethyl-1,3-diazinon